3-(6-(1-Benzylpiperidin-3-yl)-1-methyl-1H-pyrazolo[3,4-d]pyrimidin-3-yl)-2,6-difluoro-5-(trifluoromethyl)phenol hydrochloride Cl.C(C1=CC=CC=C1)N1CC(CCC1)C1=NC=C2C(=N1)N(N=C2C=2C(=C(C(=C(C2)C(F)(F)F)F)O)F)C